C[C@]12[C@H]3CC([C@@]4([C@H](CC[C@H]4[C@@H]3C(C[C@@H]2CC(CC1)=O)=O)[C@@H](CCC(=O)NCCC1=C(NC2=CC=CC=C12)C)C)C)=O (R)-4-((5S,8R,9S,10S,13R,14S,17R)-10,13-dimethyl-3,7,12-trioxohexadecahydro-1H-cyclopenta[a]phenanthrene-17-yl)-N-(2-(2-methyl-1H-indol-3-yl)ethyl)pentanamide